OC1=C(C=C(C=C1C(C)(C)C)C)N1N=C2C(=N1)C=CC(=C2)CCOC(C(=C)C)=O 2-(2'-hydroxy-3'-tert-butyl-5'-methylphenyl)-5-(2'-methacryloyloxyethyl)benzotriazole